3-acetamido-4,6-diacetylphenol C(C)(=O)NC=1C=C(C(=CC1C(C)=O)C(C)=O)O